O1CC(CCC1)N1N=CC=2C1=NC=NC2N 1-tetrahydropyran-3-yl-pyrazolo[3,4-d]pyrimidin-4-amine